(R)-4-oxo-4-((2-oxo-1-phenyl-2-(4-(3-(trifluoromethoxy)phenyl)piperazin-1-yl)ethyl)amino)butanoic acid O=C(CCC(=O)O)N[C@@H](C(N1CCN(CC1)C1=CC(=CC=C1)OC(F)(F)F)=O)C1=CC=CC=C1